(4-((2-amino-3-chloropyridin-4-yl)oxy)-3-fluorophenyl)-5-phenylthiazole-2-carboxamide NC1=NC=CC(=C1Cl)OC1=C(C=C(C=C1)C=1N=C(SC1C1=CC=CC=C1)C(=O)N)F